(3-(((6-(tert-butylsulfonyl)-3-iodoimidazo[1,2-a]pyridin-7-yl)oxy)methyl)oxetan-3-yl)methanol C(C)(C)(C)S(=O)(=O)C=1C(=CC=2N(C1)C(=CN2)I)OCC2(COC2)CO